BrC=1C(=NC(=C(C1)[N+](=O)[O-])F)F 3-bromo-2,6-difluoro-5-nitropyridine